tert-butyl N-[2-(isoquinoline-8-sulfonamido)ethyl]carbamate C1=NC=CC2=CC=CC(=C12)S(=O)(=O)NCCNC(OC(C)(C)C)=O